(tridecyl)-4,4'-n-butylidenebis[2-t-butyl-5-methylphenol] C(CCCCCCCCCCCC)CCCC(C1=CC(=C(C=C1C)O)C(C)(C)C)C1=CC(=C(C=C1C)O)C(C)(C)C